dodecandiol aspartate N[C@@H](CC(=O)O)C(=O)O.C(CCCCCCCCCCC)(O)O